(3-(1-(2-(3-((4,6-difluoro-1H-indol-5-yl)oxy)phenyl)-1H-imidazol-5-yl)-1-hydroxyethyl)phenyl)methanesulfonamide FC1=C2C=CNC2=CC(=C1OC=1C=C(C=CC1)C=1NC(=CN1)C(C)(O)C=1C=C(C=CC1)CS(=O)(=O)N)F